C(CCC)OC(CCCCCCCCC/C=C/C=C)OCCCC (3E)-14,14-dibutoxy-1,3-tetradecadiene